N-[5-(2,6-difluoro-4-methoxyphenyl)-2-[3-ethoxy-5-(trifluoromethyl)phenyl]-1-methyl-3-oxo-2,3-dihydro-1H-pyrazol-4-yl]-4-(difluoromethoxy)benzamide FC1=C(C(=CC(=C1)OC)F)C1=C(C(N(N1C)C1=CC(=CC(=C1)C(F)(F)F)OCC)=O)NC(C1=CC=C(C=C1)OC(F)F)=O